N1=CC=C(C=C1)CCC=1C=C2C(=NC=NC2=CC1)N1CC2(C1)CCN(CC2)CC2=CC=C(C=C2)NS(=O)(=O)CC N-(4-((2-(6-(2-(pyridin-4-yl)ethyl)quinazolin-4-yl)-2,7-diazaspiro[3.5]nonan-7-yl)methyl)phenyl)ethanesulfonamide